2-bromodithiophene C1=CSC(=C1)C2=CC=C(S2)Br